COC(=O)C1=CC=C2C(=N1)N(C=N2)CC2(CC2)CC#N 3-((1-(cyanomethyl)cyclopropyl)methyl)-3H-imidazo[4,5-b]pyridine-5-carboxylic acid methyl ester